BrC1=CC2=C(N(C(N2C2CCN(CC2)CC(C(F)F)(F)F)=O)CC2=NC=C(C=C2)C=2OC(=NN2)C(F)F)C=C1F 5-bromo-1-((5-(5-(difluoromethyl)-1,3,4-oxadiazole-2-yl)pyridine-2-yl)methyl)-6-fluoro-3-(1-(2,2,3,3-tetrafluoropropyl)piperidine-4-yl)-1,3-dihydro-2H-benzo[d]imidazole-2-one